1-trimethoxysilyl-6-(4-methylpiperazin-1-yl)(trimethoxysilylpropylamino)methylsilyl-hexane CO[Si](C(CCCCCN1CCN(CC1)C)[SiH2]CNCCC[Si](OC)(OC)OC)(OC)OC